FC=1C=C(C=C(C1)C(F)(F)F)C(C1=NC=CC(=C1)N1N=C(C(=C1)C(=O)N)C)O 1-(2-((3-fluoro-5-(trifluoromethyl)phenyl)(hydroxy)methyl)pyridin-4-yl)-3-methyl-1H-pyrazole-4-carboxamide